8-bromo-2-(2-methoxyethoxy)-1,5-naphthyridine BrC=1C=CN=C2C=CC(=NC12)OCCOC